ClC1=C(C=C(C=C1)NC(=O)N1C2CC(CC1(C2)C=2OC(=NN2)CC#N)C)C2=NN(C=N2)C cis-N-(4-chloro-3-(1-methyl-1H-1,2,4-triazol-3-yl)phenyl)-1-(5-(cyanomethyl)-1,3,4-oxadiazol-2-yl)-3-methyl-6-azabicyclo[3.1.1]heptane-6-carboxamide